ClC1=CC(=C(O/C(/C(=O)O)=C/C(=O)O)C=C1)OC.ClC1=CC(=C(O/C(/C(=O)O)=C\C(=O)O)C=C1)OC 2-(4-chloro-2-methoxyphenoxy)fumaric acid compound with 2-(4-chloro-2-methoxyphenoxy)maleic acid